CC1CN(CC(O1)C)CC1CCN(CC1)C1=C(C#N)C=CC=C1C(C)O (4-((2,6-dimethylmorpholinyl)methyl)piperidin-1-yl)-3-(1-hydroxyethyl)benzonitrile